3-(trifluoromethyl)-1-(3-(trifluoromethyl)benzyl)-1H-pyrrolo[3,2-b]pyridine-2-carboxamide FC(C1=C(N(C=2C1=NC=CC2)CC2=CC(=CC=C2)C(F)(F)F)C(=O)N)(F)F